C(#N)C=1C=C(C=CC1)C1=CC=C(C=C1)CN1C=CC2=C(C=CC(=C12)C(=O)NC1CC2(CC(C2)C(=O)O)C1)F (Ra)-6-(1-((3'-cyano-[1,1'-biphenyl]-4-yl)methyl)-4-fluoro-1H-indole-7-carboxamido)spiro[3.3]heptane-2-carboxylic acid